tert-butyl 2-[3-oxo-3-[4-[5-(trifluoromethyl)pyrimidin-2-yl]piperazin-1-yl]propyl]indoline-1-carboxylate O=C(CCC1N(C2=CC=CC=C2C1)C(=O)OC(C)(C)C)N1CCN(CC1)C1=NC=C(C=N1)C(F)(F)F